FC(OC1=CC=C(C=CC(=O)O)C=C1)(F)F 4-trifluoromethoxycinnamic acid